C(=CC1=CC=CC=C1)C=1NC=C(N1)C=O 2-STYRYL-1H-IMIDAZOLE-4-CARBALDEHYDE